C1(CC1)[C@@H](C)NC=1N=CC2=C(N1)NC=C2C=2C=CC=1N(N2)C(=CN1)C(F)F (R)-N-(1-cyclopropylethyl)-5-(3-(difluoromethyl)imidazo[1,2-b]pyridazin-6-yl)-7H-pyrrolo[2,3-d]pyrimidin-2-amine